C1CCC2=C(C=3CCCC3C=C12)NC(=O)N=[S@](=O)(N)C=1C=NN2C1OCC[C@@H]2C (R,7S)-N'-((1,2,3,5,6,7-hexahydro-s-indacen-4-yl)carbamoyl)-7-methyl-6,7-dihydro-5H-pyrazolo[5,1-b][1,3]oxazine-3-sulfonimidamide